2-(5-chloro-2-hydroxy-3-(3-methylbenzoyl-oxy)benzylideneamino)-3-(4-hydroxyphenyl)-propanoic acid ClC=1C=C(C(=C(C=NC(C(=O)O)CC2=CC=C(C=C2)O)C1)O)OC(C1=CC(=CC=C1)C)=O